tert-butyl N-(3-oxocyclohexyl)carbamate CC(C)(C)OC(=O)NC1CCCC(=O)C1